1-(4-hydroxy-3-methoxyphenyl)hydrazine-1,2-dicarboxylic acid diethyl ester C(C)OC(=O)N(NC(=O)OCC)C1=CC(=C(C=C1)O)OC